(R)-N-(1-(1H-imidazol-4-yl)ethyl)-5-(4-(trifluoromethyl)phenyl)-2-naphthamide N1C=NC(=C1)[C@@H](C)NC(=O)C1=CC2=CC=CC(=C2C=C1)C1=CC=C(C=C1)C(F)(F)F